FC1=CC=C(C=C1)C=1N=CN(C1C=1C=CC=2N(C1)C(=CN2)C#N)CCCO 6-(4-(4-fluorophenyl)-1-(3-hydroxypropyl)-1H-imidazol-5-yl)imidazo[1,2-a]pyridine-3-carbonitrile